COC1=CC=C(C=C1)/C=C/C(=O)OC[C@@H](CCCC)CC |r| (RS)-2-ethylhexyl (2E)-3-(4-methoxyphenyl)prop-2-enoate